3-((1S,3R)-3-(5-(tert-butyl)oxazol-2-yl)cyclopentyl)-1H-pyrazol-5-amine C(C)(C)(C)C1=CN=C(O1)[C@H]1C[C@H](CC1)C1=NNC(=C1)N